6-[4-(Difluoromethoxy)phenyl]-2-(1-methyl-1H-pyrazol-4-yl)-3-oxo-2,3-dihydropyridazine-4-carboxylic acid methyl ester COC(=O)C=1C(N(N=C(C1)C1=CC=C(C=C1)OC(F)F)C=1C=NN(C1)C)=O